octylacrylic acid amide C(CCCCCCC)C(C(=O)N)=C